C(C)OC(=O)[C@H]1C2CCC([C@@H]1NC1=NC(=NN3C1=C(C=C3)C3CC3)C3=CN(C1=NC=C(C=C13)F)S(=O)(=O)C1=CC=C(C)C=C1)CC2 (1R,2S,3S,4R)-3-((5-cyclopropyl-2-(5-fluoro-1-p-toluenesulfonyl-1H-pyrrolo[2,3-b]pyridin-3-yl)pyrrolo[2,1-f][1,2,4]triazin-4-yl)amino)bicyclo[2.2.2]octane-2-carboxylic acid ethyl ester